ClN(NC(C(OCC)OCC)=O)C(C1=CC=CC=C1)=O chloro-N'-(2,2-diethoxyacetyl)benzoyl-hydrazine